COC=1C=C2C(=NC=NC2=CC1OC)N1CCN(CC1)C(CNS(=O)(=O)NC(OC(C)(C)C)=O)=O Tert-Butyl (N-(2-(4-(6,7-Dimethoxyquinazolin-4-yl)Piperazin-1-yl)-2-Oxoethyl)Sulfamoyl)Carbamate